ClC1=CC(=C(N)C=C1)C1=CC(=NC=C1F)OC 4-Chloro-2-(5-fluoro-2-methoxypyridin-4-yl)aniline